CS(=O)(=O)C(=[N+]=[N-])S(=O)(=O)C1=CC=C(C=C1)C methylsulfonyl-4-methylbenzenesulfonyl-diazomethane